((1-(tetrahydro-2H-pyran-2-yl)-4,5,6,7-tetrahydro-1H-pyrazolo[4,3-b]pyridin-6-yl) methyl) carbamate C(N)(OCC1CC2=C(NC1)C=NN2C2OCCCC2)=O